(3-fluoro-2-(5-fluoropyrimidin-2-yl)phenyl)((1S,4R,6R)-6-((5-methylpyridin-2-yl)oxy)-2-azabicyclo[2.2.2]oct-2-yl)methanone p-coumaryl-acetate C(\C=C\C1=CC=C(C=C1)O)CC(=O)O.FC=1C(=C(C=CC1)C(=O)N1[C@@H]2[C@@H](C[C@H](C1)CC2)OC2=NC=C(C=C2)C)C2=NC=C(C=N2)F